ClC=1C=C(CN2C(C(C3=CC(=CC=C23)NC(CCCl)=O)=O)=O)C=CC1Cl N-(1-(3,4-dichlorobenzyl)-2,3-diketoindol-5-yl)-3-chloropropionamide